CC1=CC(OC2=C3CCCN4C3=C(C=C21)CCC4)=O 9-methyl-2,3,6,7-tetrahydro-1H,5H,11H-pyrano[2,3-f]pyrido[3,2,1-ij]quinolin-11-one